N1(CCOCC1)C1=C(C=CC=C1)N1C(C(=CC=C1)C(=O)NC1=CC=C(C=C1)OC1=CC=CC=C1)=O 1-[2-(morpholin-4-yl)phenyl]-2-oxo-N-(4-phenoxyphenyl)-1,2-dihydropyridine-3-carboxamide